NC=1C=CC(=C(C1)S)F 5-Amino-2-fluorobenzenethiol